ClC1=C(C(=C(C=C1OC)OC)Cl)C=1N=C(C2=C(N1)C=NC(=C2)N[C@H]2[C@H](COC2)NC(C=C)=O)N2CCC(CC2)(C)OC N-((3R,4S)-4-((2-(2,6-dichloro-3,5-dimethoxyphenyl)-4-(4-methoxy-4-methylpiperidin-1-yl)pyrido[3,4-d]pyrimidin-6-yl)amino)tetrahydrofuran-3-yl)acrylamide